CC1=NC=C(C(=O)OCOC(N(C)[C@]2(C(CCCC2)=O)C2=C(C=CC=C2)Cl)=O)C=C1 (s)-(((1-(2-chlorophenyl)-2-oxocyclohexyl)(methyl)carbamoyl)oxy)methyl 6-methylnicotinate